5-(4-(5H-dibenzo[b,f]azepin-5-yl)benzylidene)pyrimidine-2,4,6(1H,3H,5H)-trione C1=CC=CC=2N(C3=C(C=CC21)C=CC=C3)C3=CC=C(C=C2C(NC(NC2=O)=O)=O)C=C3